tert-butyl (R)-2-((4-methyl-3-(((R)-1-(3-(1-methyl-1H-pyrazol-4-yl) naphthalen-1-yl)ethyl)carbamoyl)phenyl)carbamoyl)piperidine-1-carboxylate CC1=C(C=C(C=C1)NC(=O)[C@@H]1N(CCCC1)C(=O)OC(C)(C)C)C(N[C@H](C)C1=CC(=CC2=CC=CC=C12)C=1C=NN(C1)C)=O